triethylene glycol-bis[2-(toluene-4-sulfonylmethyl) acrylate] CC1=CC=C(C=C1)S(=O)(=O)CC(C(=O)OCCOCCOCCOC(C(=C)CS(=O)(=O)C1=CC=C(C)C=C1)=O)=C